C(C)(=O)ON1CC(CC1)Br (3-bromopyrrolidin-1-yl) acetate